N-(4-sec-butylphenyl)diphenylamine C(C)(CC)C1=CC=C(C=C1)N(C1=CC=CC=C1)C1=CC=CC=C1